para-phenylazoaniline tert-butyl-(6-chloro-4-(4-fluoro-2-(4-methyl-4H-1,2,4-triazol-3-yl)phenyl)pyridin-3-yl)(ethyl)carbamate C(C)(C)(C)OC(N(CC)C=1C=NC(=CC1C1=C(C=C(C=C1)F)C1=NN=CN1C)Cl)=O.C1(=CC=CC=C1)C1=CC=C(NN=NNC2=CC=CC=C2)C=C1